COC=1C(=NC(=NC1C1=CC(=CC=C1)C1=NN(C=C1)C)N1CCOCC1)CO (5-methoxy-6-(3-(1-methyl-1H-pyrazol-3-yl)phenyl)-2-morpholinopyrimidin-4-yl)methanol